2-chloro-N-cyclopropyl-5-(1-(2,6-dichloro-4-(perfluoropropan-2-yl)phenyl)-1H-pyrazol-4-yl)-N-(2,2-dimethoxyethyl)nicotinamide ClC1=C(C(=O)N(CC(OC)OC)C2CC2)C=C(C=N1)C=1C=NN(C1)C1=C(C=C(C=C1Cl)C(C(F)(F)F)(C(F)(F)F)F)Cl